4,6-dibenzyl-2-((1-((2-(trimethylsilyl)ethoxy)methyl)-1H-pyrazol-3-yl)methyl)-4H-thiazolo[5',4':4,5]Pyrrolo[2,3-d]Pyridazin C(C1=CC=CC=C1)N1C=2C(=C3C1=CN(N=C3)CC3=CC=CC=C3)SC(N2)CC2=NN(C=C2)COCC[Si](C)(C)C